BrC1=C(C=C(C(=O)N2CC=3N(C[C@@H]2C)C(N(C3C(=O)NCC3=C(C=CC=C3)C3=NC=CC=N3)C=3C=C2C=NN(C2=CC3)C[C@@H](C)O)=O)C=C1)C(F)(F)F |o1:12| (6S*)-7-[4-bromo-3-(trifluoromethyl)benzoyl]-2-{1-[(2R)-2-hydroxypropyl]indazol-5-yl}-6-methyl-3-oxo-N-{[2-(pyrimidin-2-yl)phenyl]methyl}-5H,6H,8H-imidazo[1,5-a]pyrazine-1-carboxamide